N1=COC=2C1=CC=1CCN(CC1C2)C=2N=C(C1=C(N2)CC[S@]1=O)NC1(CCC1)CO (R)-2-(7,8-dihydrooxazolo[4,5-g]isoquinolin-6(5H)-yl)-4-((1-(hydroxymethyl)cyclobutyl)amino)-6,7-dihydrothieno[3,2-d]pyrimidine 5-oxide